C(C)NC1=CC(=CC(=N1)N1CC2=NC=C(C=C2C1=O)CN1C[C@H](CCC1)C)C1(CC(C1)C)C1=NN=CN1C 6-[6-(ethylamino)-4-[(1r,3s)-3-methyl-1-(4-methyl-1,2,4-triazol-3-yl)cyclobutyl]pyridin-2-yl]-3-{[(3S)-3-methylpiperidin-1-yl]methyl}-7H-pyrrolo[3,4-b]pyridin-5-one